C(C)OC1=CC=C(C=C1)C1=NC2=CC(=CC(=C2C(C1OCC)=O)OCC)OCC 2-(4-ethoxyphenyl)-3,5,7-triethoxyquinolin-4-one